The molecule is a glycosylglucose consisting of beta-L-fucopyranose and alpha-D-glucopyranose residues joined in sequence by a (1->2) glycosidic bond. It derives from a beta-L-fucose and an alpha-D-glucose. C[C@H]1[C@H]([C@H]([C@@H]([C@H](O1)O[C@@H]2[C@H]([C@@H]([C@H](O[C@@H]2O)CO)O)O)O)O)O